6-Chloro-3-[(1R)-1-[2-(2,4-dimethylindazol-5-yl)-6-methyl-4-oxo-chromen-8-yl]ethoxy]pyridine-2-carboxamide ClC1=CC=C(C(=N1)C(=O)N)O[C@H](C)C=1C=C(C=C2C(C=C(OC12)C1=C(C2=CN(N=C2C=C1)C)C)=O)C